1,4-dibromo-6,7-dihydro-5H-cyclopenta[c]pyridine-6-carboxylic acid ethyl ester C(C)OC(=O)C1CC2=C(C(=NC=C2Br)Br)C1